2'-deoxy-5-methylcytidine-3'-phosphate P(=O)(O)(O)O[C@H]1C[C@@H](O[C@@H]1CO)N1C(=O)N=C(N)C(=C1)C